9,9-bis[6-(1-hydroxymethoxy)naphthalen-2-yl]fluorene methyl-4-[3-[3-(trifluoro-methyl)anilino]imidazo[1,2-a]pyrazin-2-yl]benzoate COC(C1=CC=C(C=C1)C=1N=C2N(C=CN=C2)C1NC1=CC(=CC=C1)C(F)(F)F)=O.OCOC=1C=C2C=CC(=CC2=CC1)C1(C2=CC=CC=C2C=2C=CC=CC12)C1=CC2=CC=C(C=C2C=C1)OCO